C(#N)CNCCNCCN1C(N(CC1)CCN(CC#N)CC#N)=O 2,2'-((2-(3-(2-((2-((cyanomethyl)amino)ethyl)amino)ethyl)-2-oxoimidazolidin-1-yl)ethyl)azanediyl)diacetonitrile